COC1=C(C=C(OC2=NC=C(C=C2)OC(F)(F)F)C=C1)[N+](=O)[O-] 2-(4-Methoxy-3-nitro-phenoxy)-5-(trifluoro-methoxy)pyridine